C1(=CC(=CC=C1)NC1=NC2=C(C=3N1C(=NN3)C(=O)O)C=NC=C2)C 5-(m-tolylamino)pyrido[3,4-e][1,2,4]triazolo[4,3-c]pyrimidine-3-carboxylic acid